COC([C@@H](NC(C1=CC=CC=C1)(C1=CC=CC=C1)C1=CC=CC=C1)COC1=CC2=C(OC(O2)(F)F)C=C1N)=O O-(6-amino-2,2-difluorobenzo[d][1,3]dioxol-5-yl)-N-trityl-L-serine methyl ester